N1(N=CC=C1)CCC(=O)OCC([C@H](C(=O)NCCC(=O)OCC(CC(C(=O)O)(CCCCCCCC)CCCCCC)C(C(=O)O)(CCCCCCCC)CCCCCC)O)(C)C.C(CCCCC)C(C(=O)OCC(C)OC(C(CCCCCCCC)CCCCCC)=O)CCCCCCCC propane-1,2-diyl bis(2-hexyldecanoate) [3-((3-((R)-4-((3-(1H-Pyrazol-1-yl)propanoyl)oxy)-2-hydroxy-3,3-dimethyl butanamido)propanoyl)oxy)propane-1,2-diyl bis(2-hexyldecanoate)]